6-(7-Azabicyclo[2.2.1]heptan-7-yl)-4-chloro-2,3-dihydro-1H-pyrrolo[3,4-c]pyridin-1-one C12CCC(CC1)N2C2=CC1=C(C(=N2)Cl)CNC1=O